[Al].[Ti].[V].[Zr].[Cu] copper-zirconium-vanadium-titanium-aluminum